Di(hydroxyphenyl) ether OC1=C(C=CC=C1)OC1=C(C=CC=C1)O